(3R)-3-hydroxyoxan O[C@H]1COCCC1